ethyl (2R,3S)-3-(4-chlorobenzyl)pyrrolidine-2-carboxylate ClC1=CC=C(C[C@@H]2[C@@H](NCC2)C(=O)OCC)C=C1